2,4-difluoro-5-cyanobenzamide FC1=C(C(=O)N)C=C(C(=C1)F)C#N